(S)-(2-((2,4-Dichlorophenoxy)methyl)oxazol-5-yl)(3-methylpiperazin-1-yl)methanone ClC1=C(OCC=2OC(=CN2)C(=O)N2C[C@@H](NCC2)C)C=CC(=C1)Cl